1-(o-tolyl)-2-(trifluoromethoxy)ethan-1-one C1(=C(C=CC=C1)C(COC(F)(F)F)=O)C